F[P-](F)(F)(F)(F)F.NCC1CN(CCO1)C(=O)OCC 2-aminomethyl-4-(ethoxyformyl)morpholine hexafluorophosphate